CC(CCOC=1C=C(C=CC1)CC(=O)O)(CCOS(=O)(=O)C1=CC=C(C)C=C1)C (3-((3,3-dimethyl-5-(tosyloxy)pentyl)oxy)phenyl)acetic acid